[1,2,4]-triazolo[4,3-b]pyridazin-6-amine N=1N=CN2N=C(C=CC21)N